sulfo-alpha-d-glucopyranose S(=O)(=O)(O)[C@@]1(O)[C@H](O)[C@@H](O)[C@H](O)[C@H](O1)CO